[Pd].C(C)C(CC)C1=C(C(=CC=C1)C(CC)CC)N1C(N(C(=C1Cl)Cl)C1=C(C=CC=C1C(CC)CC)C(CC)CC)=CC1=NC=CC(=C1Cl)Cl [1,3-bis[2,6-bis(1-ethylpropyl)phenyl]-4,5-dichloro-1,3-dihydro-2H-imidazol-2-ylidene]dichloro(2-methylpyridin) palladium